C(C1=CC=CC=C1)OCCCOCC[C@H](OC=1C=C2C(=CN1)N(N=C2C=2C=NN(C2)COCC[Si](C)(C)C)C2OCCCC2)C 2-[[4-[5-[(1R)-3-(3-benzyloxypropoxy)-1-methyl-propoxy]-1-tetrahydropyran-2-yl-pyrazolo[3,4-c]pyridin-3-yl]pyrazol-1-yl]methoxy]ethyl-trimethyl-silane